C(#N)[C@@H]1[C@@H](CCC1)N(C([O-])=O)C=1N=CC2=CC(=C(C=C2C1)C1=C(C2=C(OCCN2)N=C1)C)F (1R,2S)-2-Cyanocyclopentyl-(7-fluoro-6-(8-methyl-2,3-dihydro-1H-pyrido[2,3-b][1,4]oxazin-7-yl)isochinolin-3-yl)carbamat